C(C)(=O)C=1C(=NC(=CC1)C=1C=NN2C1C=CC(=C2)OC=2N=NC(=CC2)C)N2N=C(C=C2C)C#N 1-[3-acetyl-6-[6-(6-methylpyridazin-3-yl)oxypyrazolo[1,5-a]pyridin-3-yl]pyridin-2-yl]-5-methylpyrazole-3-carbonitrile